amino-oxybiotin NOC(C(O)=O)CCC[C@@H]1SC[C@@H]2NC(=O)N[C@H]12